(1-methyl-1H-tetrazol-5-yl)-6-(trifluoromethyl)-3-pyridinecarboxamide CN1N=NN=C1C1=NC(=CC=C1C(=O)N)C(F)(F)F